4-hydroxy-3-{2-[3-(trifluoromethyl)-1H-pyrazole-1-yl]ethyl}benzo[d]thiazole-2(3H)-one OC1=CC=CC2=C1N(C(S2)=O)CCN2N=C(C=C2)C(F)(F)F